C(C=C)(=O)N1CC2(C1)CN(CC2)C2=NC(=NC(=C2C#N)C=2C(=CC=C1C=NN(C21)C)C)OCC2=NC=C(C=C2)C(F)(F)F 4-(2-acryloyl-2,6-diazaspiro[3.4]octan-6-yl)-6-(1,6-dimethyl-1H-indazol-7-yl)-2-((5-(trifluoromethyl)pyridin-2-yl)methoxy)pyrimidine-5-carbonitrile